5-(3-chloro-4-cyclopropyl-phenyl)indan-1-one ClC=1C=C(C=CC1C1CC1)C=1C=C2CCC(C2=CC1)=O